FC1=CC=C(C=C1)C(C1=CNC=2N=C(N=C(C21)NC2CCC(CC2)CO)NC=2C(=NN(C2)C2CCN(CC2)C)OC)C(=O)C(C2=CC=C(C=C2)F)C2=CNC=1N=C(N=C(C12)NC1CCC(CC1)CO)NC=1C(=NN(C1)C1CCN(CC1)C)OC (4-fluorophenyl)(4-(((1r,4r)-4-(hydroxymethyl)cyclohexyl)amino)-2-((3-Methoxy-1-(1-methylpiperidin-4-yl)-1H-pyrazol-4-yl)amino)-7H-pyrrolo[2,3-d]pyrimidin-5-yl)methyl Ketone